NC1=NC=2C=C(C(=CC2C2=C1C=NN2C)C(=O)N2C[C@H](CC2)C2=NC=C(C=C2)C(F)(F)F)F (4-amino-7-fluoro-1-methyl-1H-pyrazolo[4,3-c]quinolin-8-yl)((3S)-3-(5-(trifluoromethyl)-2-pyridinyl)-1-pyrrolidinyl)methanone